(2R,6S)-4-(4-(4-chloro-2-fluorophenyl)-7-methylpteridin-2-yl)-2-(1-cyclopropyl-1H-pyrazol-4-yl)-6-methylmorpholine ClC1=CC(=C(C=C1)C1=NC(=NC2=NC(=CN=C12)C)N1C[C@H](O[C@H](C1)C)C=1C=NN(C1)C1CC1)F